3-(5-fluoropyridin-2-yl)-3-hydroxybutanoic acid FC=1C=CC(=NC1)C(CC(=O)O)(C)O